CN1C(C(=C(C2=CC=C(C=C12)N(C1COC1)C)N1CCC(CC1)C=1OC2=C(N1)C=C(C=C2)C)C#N)=O 1-methyl-4-[4-(5-methyl-1,3-benzoxazol-2-yl)piperidin-1-yl]-7-[methyl(oxetan-3-yl)amino]-2-oxo-1,2-dihydroquinoline-3-carbonitrile